C(O)C=CCO 1,2-dimethylolethylene